CC1=C(C=C(C=C1)NC(=O)C1=CC(=NC=C1)C(F)(F)F)C=1C=NC(=C(C1)N1CCOCC1)C#CC N-{4-Methyl-3-[5-(morpholin-4-yl)-6-(prop-1-yn-1-yl)-pyridin-3-yl]phenyl}-2-(trifluoromethyl)-pyridine-4-carboxamide